The molecule is an optically active form of 7-hydroxytryptophan having L-configuration. It is a 7-hydroxytryptophan, a non-proteinogenic L-alpha-amino acid and a L-tryptophan derivative. C1=CC2=C(C(=C1)O)NC=C2C[C@@H](C(=O)O)N